6-Chloro-2-methoxy-pyridine-3-carbonitrile ClC1=CC=C(C(=N1)OC)C#N